5-((2-((1H-Pyrazol-4-yl)amino)pyridin-4-yl)oxy)-4-phenylthiazol-2-amine N1N=CC(=C1)NC1=NC=CC(=C1)OC1=C(N=C(S1)N)C1=CC=CC=C1